(R)-1-(4-(4-(3-(5-(((1-acetylpiperidin-4-yl)amino)methyl)-6-methoxypyridin-2-yl)-2-chlorophenyl)-3-chloropyridin-2-yl)-2-methoxybenzyl)pyrrolidine-3-carboxylic acid C(C)(=O)N1CCC(CC1)NCC=1C=CC(=NC1OC)C=1C(=C(C=CC1)C1=C(C(=NC=C1)C1=CC(=C(CN2C[C@@H](CC2)C(=O)O)C=C1)OC)Cl)Cl